C(C)OC(=C)C1=C(C=C(C(=C1)F)[N+](=O)[O-])O 2-(1-ethoxyethenyl)-4-fluoro-5-nitrophenol